C1(CC(C(CC1)C(C)C)OC=1C(OCC1)=O)C Menthyloxy-2[5H]-Furanone